(R)-1-{6-[(4-{2-[(S)-tetrahydrofuran-3-ylamino]-6-(m-cyanophenyl)-4-pyrimidinyl}-1H-1,2,3-triazol-1-yl)methyl]-2-pyridinyl}-2-pyrrolidinecarboxylic acid O1C[C@H](CC1)NC1=NC(=CC(=N1)C=1N=NN(C1)CC1=CC=CC(=N1)N1[C@H](CCC1)C(=O)O)C1=CC(=CC=C1)C#N